(M)-7-(2-Amino-6-fluoro-phenyl)-6-chloro-1-(2-isopropyl-4-methyl-3-pyridyl)-4-[(3R)-3-methyl-4-prop-2-enoyl-piperazin-1-yl]pyrido[2,3-d]pyrimidin-2-one NC1=C(C(=CC=C1)F)C=1C(=CC2=C(N(C(N=C2N2C[C@H](N(CC2)C(C=C)=O)C)=O)C=2C(=NC=CC2C)C(C)C)N1)Cl